2-(2-isopentyloxycarbonyl)acetoxy-1,3-propanediol CC(C(C)C)OC(=O)CC(=O)OC(CCO)O